O1CCN(CC1)C1=C2NC(=NC2=NC(=N1)N/N=C/C=1C=C(C=CC1)C)C(=O)NC1=CC=CC=C1 6-morpholino-2-[(2E)-2-(m-tolylmethylene)hydrazino]-N-phenyl-7H-purine-8-carboxamide